C1C(CC12OCCO2)COC2=C(C#N)C=CC=C2 2-(5,8-dioxaspiro[3.4]oct-2-ylmethoxy)benzonitrile